ClC1=CC=C(C=C1)C=1C=C(C(N(N1)C1=CC(=CC=C1)F)=O)C(=O)NC[C@@H](C(CC)CC)O |r| 6-(4-chlorophenyl)-N-[(2RS)-3-ethyl-2-hydroxypentyl]-2-(3-fluorophenyl)-3-oxo-2,3-dihydropyridazine-4-carboxamide